tert-butyl (S)-3-((6-methylpyridin-2-yl)oxy)pyrrolidine-1-carboxylate CC1=CC=CC(=N1)O[C@@H]1CN(CC1)C(=O)OC(C)(C)C